COC([C@@H](NC(=O)OCC1=CC=CC=C1)COCCCNC(=O)OC(C)(C)C)=O ((benzyloxy)carbonyl)-O-(3-((tert-butoxycarbonyl)amino)propyl)-L-serine methyl ester